N1(CCN(CCNCC1)CC=1C(=C(C(=O)NC(CO)O)C=C(C1)C)O)CC=1C(=C(C(=O)NC(CO)O)C=C(C1)C)O 3,3'-[1,4,7-triazonane-1,4-diylbis(methylene)]bis[N-(1,2-dihydroxyethyl)-2-hydroxy-5-methylbenzamide]